CC(CO)(C)[N+](=O)[O-] 2-methyl-2-nitropropan-1-ol